N[C@@H]1CN(CCC1)C1=NC2=C(N1[C@H]1CCC3=CC(=CC=C13)C#N)C=CC=C2 (S)-1-(2-((S)-3-aminopiperidin-1-yl)-1H-benzo[d]imidazol-1-yl)-2,3-dihydro-1H-indene-5-carbonitrile